COCC1=NC2=C(N1C)C=C(C(=C2CNC(OC(C)(C)C)=O)C2=CC=CN1C(=CC(=C21)C=C)C(C2=CC(=C(C(=C2)F)F)F)=O)C(F)(F)F tert-butyl ((2-(methoxymethyl)-1-methyl-5-(3-(3,4,5-trifluorobenzoyl)-1-vinylindolizin-8-yl)-6-(trifluoromethyl)-1H-benzo[d]imidazol-4-yl)methyl)carbamate